C(C)O[Si](CCCSCCC[Si](OCC)(OCC)OCC)(OCC)OCC bis-[3-(triethoxysilyl)propyl]Sulfur